6-Chloro-3-[(1R)-1-[2-[1-(2-hydroxy-2-methyl-propyl)pyrazol-4-yl]-3,6-dimethyl-4-oxo-chromen-8-yl]ethoxy]-N-methoxy-pyridine-2-sulfonamide ClC1=CC=C(C(=N1)S(=O)(=O)NOC)O[C@H](C)C=1C=C(C=C2C(C(=C(OC12)C=1C=NN(C1)CC(C)(C)O)C)=O)C